BrC1=CC=C(C(=C1N)F)F 6-bromo-2,3-difluoro-aniline